6-(3-methylisoxazol-5-yl)-4-(6-(piperazin-1-yl)pyridin-3-yl)pyrazolo[1,5-a]pyridine-3-carbonitrile hydrochloride Cl.CC1=NOC(=C1)C=1C=C(C=2N(C1)N=CC2C#N)C=2C=NC(=CC2)N2CCNCC2